dimethylsilanediylbis(indenyl)zirconium dichloride [Cl-].[Cl-].C[Si](=[Zr+2](C1C=CC2=CC=CC=C12)C1C=CC2=CC=CC=C12)C